3-bromo-1-(2,6-difluorophenyl)-4-(2-furanylmethoxy)-6-methylpyridin-2(1H)-one BrC=1C(N(C(=CC1OCC=1OC=CC1)C)C1=C(C=CC=C1F)F)=O